arsenic phosphorus [P].[As]